CC1=NC(=CC(=C1)C1=C(C=2C(=CN=C(C2F)C2CCN(CC2)CCOC)N1)C(C)C)C 2-(2,6-dimethylpyridin-4-yl)-4-fluoro-3-isopropyl-5-(1-(2-methoxyethyl)piperidin-4-yl)-1H-pyrrolo[2,3-c]pyridine